6-chloro-3-((1-(3,6-dimethyl-4-oxo-2-((1R,5S,6r)-6-((2,2,2-trifluoroacetoxy)methyl)-3-azabicyclo[3.1.0]hexan-3-yl)-3,4-dihydroquinazolin-8-yl)ethyl)amino)picolinic acid ClC1=CC=C(C(=N1)C(=O)O)NC(C)C=1C=C(C=C2C(N(C(=NC12)N1C[C@H]2C([C@H]2C1)COC(C(F)(F)F)=O)C)=O)C